4-cyclopropyl-N-(2-methoxy-4-(morpholino-sulfonyl)phenyl)-5-(trifluoromethyl)-7H-pyrrolo[2,3-d]pyrimidin-2-amine C1(CC1)C=1C2=C(N=C(N1)NC1=C(C=C(C=C1)S(=O)(=O)C1CNCCO1)OC)NC=C2C(F)(F)F